FC1=C(CCBr)C=CC=C1F 2,3-difluorophenethyl bromide